S1C=CC2=C1CNCC2 4,5,6,7-tetrahydrothieno(2,3-C)pyridine